(pentamethyl-cyclopentadienyl)(n-propyl-cyclopentadienyl)zirconium CC1=C(C(=C(C1(C)[Zr]C1(C=CC=C1)CCC)C)C)C